CN1CC(OCC1)C1=NC=2C(=NC=CC2N2CC3CCC(C2)N3C=O)N1 (3-(2-(4-methylmorpholin-2-yl)-3H-imidazo[4,5-b]Pyridin-7-yl)-3,8-diazabicyclo[3.2.1]Oct-8-yl)methanone